6-(5-chloro-2-(methylthio)pyrimidin-4-yl)-isoindol-1-one ClC=1C(=NC(=NC1)SC)C1=CC=C2C=NC(C2=C1)=O